N-[5-[2-methyl-4-[(1-methyl-3-phenyl-azetidin-3-yl)methoxy]pyrazol-3-yl]pyrazolo[1,5-a]pyridin-2-yl]cyclopropanecarboxamide CN1N=CC(=C1C1=CC=2N(C=C1)N=C(C2)NC(=O)C2CC2)OCC2(CN(C2)C)C2=CC=CC=C2